SC1=C(C=NC2=CC(=C(C=C12)OC)OC)C#N 4-mercapto-6,7-dimethoxyquinoline-3-carbonitrile